BrC=1C=C2C=NN(C2=C(C1)CO)COCC[Si](C)(C)C (5-bromo-1-((2-(trimethylsilyl)ethoxy)methyl)-1H-indazol-7-yl)methanol